BrC=1CCCC2=C(C1C1=CC=C(C=C1)CC1(CN(C1)CCCF)F)C=CC(=C2)C(=O)OC Methyl 8-bromo-9-(4-((3-fluoro-1-(3-fluoropropyl)azetidin-3-yl)methyl)phenyl)-6,7-dihydro-5H-benzo[7]annulene-3-carboxylate